ClC=1C(=C(C=CC1)[C@H]1[C@@H](O[C@]([C@H]1C)(C(F)(F)F)C)C=1NC=2C=CN=C(C2C(C1)=O)C(=O)N)OC 2-((2R,3S,4S,5R)-3-(3-Chloro-2-methoxyphenyl)-4,5-dimethyl-5-(trifluoromethyl)tetrahydrofuran-2-yl)-4-oxo-1,4-dihydro-1,6-naphthyridine-5-carboxamide